ClC1=C(C=C(C(=C1)F)C1=C(C(=C(C(=C1F)F)F)F)F)OC=1C(=NC=CC1)OCC(=O)O 2-((3-((4-chloro-2',3',4',5',6,6'-hexafluoro-[1,1'-biphenyl]-3-yl)oxy)pyridin-2-yl)oxy)acetic acid